C(C)(=O)[C@@](C(=O)Br)(O)[C@@H](O)[C@H](O)[C@H](O)CO acetyl-bromo-glucose